1-(4-cyclopropylbenzyl)-4-(propane-1-yn-1-yl)-1H-indazole-7-carboxamide C1(CC1)C1=CC=C(CN2N=CC3=C(C=CC(=C23)C(=O)N)C#CC)C=C1